N1C=NC2=C1C=CC(=C2)N2C(NCC2C2=CC=C(C=C2)C2=CC(=CC=C2)Cl)=O 1-(1H-benzo[d]imidazol-5-yl)-5-[4-(3-chlorophenyl)phenyl]imidazolidin-2-one